C(C)(C)(C)OC(=O)N[C@H](C(=O)O)CCN(CCCCC1=NC=2NCCCC2C=C1)CCCOC (S)-2-((tert-butoxycarbonyl)amino)-4-((3-methoxypropyl)(4-(5,6,7,8-tetrahydro-1,8-naphthyridin-2-yl)butyl)amino)butanoic acid